FC1=CC=CC(=N1)OC1=CC=C(CC2=NOC(=C2)C=2C(=NC=CC2)N)C=C1 3-(3-(4-((6-fluoropyridin-2-yl)oxy)benzyl)isoxazol-5-yl)pyridin-2-amine